6-(3-((E)-4,4-difluoro-4-(3-methoxypyridin-2-yl)but-2-enoyl)-3,8-diazabicyclo[3.2.1]octan-8-yl)nicotinonitrile FC(/C=C/C(=O)N1CC2CCC(C1)N2C2=NC=C(C#N)C=C2)(C2=NC=CC=C2OC)F